5-[1-(5-amino-2-pyridyl)-3-(trifluoromethyl)pyrazol-4-yl]-N-[3-chloro-4-(3,8-diazabicyclo[3.2.1]octane-8-carbonyl)phenyl]-1-methylimidazole-2-carboxamide NC=1C=CC(=NC1)N1N=C(C(=C1)C1=CN=C(N1C)C(=O)NC1=CC(=C(C=C1)C(=O)N1C2CNCC1CC2)Cl)C(F)(F)F